N1=C(C=CC=C1)C(C1=NC=CC=C1)=N\N=C(/C)\C1=NC=CN=C1 E-2-(1-((di(pyridin-2-yl)methylene)hydrazono)ethyl)pyrazine